C1(=CC=C(C=C1)C1=NC(=NC(=N1)C1=CC=CC=C1)N1C2=C(C=CC=C2C=2C=CC=C(C12)C#N)F)C1=CC=CC=C1 9-(4-([1,1'-biphenyl]-4-yl)-6-phenyl-1,3,5-triazin-2-yl)-8-fluoro-9H-carbazol-1-carbonitrile